FC1([C@@H](CN2C(N(C[C@@H]21)C2=NOC1=C2C(=CC(=C1)COC)C1=C(C=C(C=C1F)F)F)=O)NS(=O)(=O)C)F N-{(6R,7aR)-7,7-difluoro-2-[6-(methoxymethyl)-4-(2,4,6-trifluorophenyl)-1,2-benzoxazol-3-yl]-3-oxohexahydro-1H-pyrrolo[1,2-c]imidazol-6-yl}methanesulfonamide